2,6-dihydroxy-N-methoxy-N,5'-dimethyl-4-pentyl-2'-(prop-1-en-2-yl)-1',2',3',4'-tetrahydro-[1,1'-biphenyl]-3-carboxamide OC1=C(C(=CC(=C1C(=O)N(C)OC)CCCCC)O)C1C(CCC(=C1)C)C(=C)C